1,4,7-triazacyclododecane-1-glutarate N1(CCNCCNCCCCC1)C(CCC(=O)[O-])C(=O)[O-]